CO[Si](C(C(=O)OCCCCCC)C)(OC)OC hexyl α-trimethoxysilylpropionate